acrylic acid-2-(3,4-dihydroxyphenyl)pentyl ester OC=1C=C(C=CC1O)C(COC(C=C)=O)CCC